NC(=O)OC(C(C(C(CC(=CC(C(C(C=CC(CC1C(C(C(C(O1)=O)C)O)C)O)C)O)C)C)C)O)C)C(C=CC=C)C 6-[14-[(aminocarbonyl)oxy]-2,6,12-trihydroxy-5,7,9,11,13,15-hexamethyl-3,8,16,18-nonadecatetraenyl]tetrahydro-4-hydroxy-3,5-dimethyl-2H-pyran-2-one